OC[C@@H](C(=O)O)NC (s)-3-hydroxy-2-(methylamino)propionic acid